N,N-dimethyl-2-(2-(4-(4-methyl-3-oxo-3,4-dihydro-2H-benzo[b][1,4]oxazin-7-yl)-1-oxoisoindolin-2-yl)acrylamido)acrylamide CN(C(C(=C)NC(C(=C)N1C(C2=CC=CC(=C2C1)C=1C=CC2=C(OCC(N2C)=O)C1)=O)=O)=O)C